C[C@@H]1CC[C@H](N(C1)C(C(=O)NC=1C=C(C=NC1)C(=O)N)=O)C1=CC(=C(C(=C1)F)F)F 5-[[2-[(2S,5R)-5-methyl-2-(3,4,5-trifluorophenyl)-1-piperidyl]-2-oxo-acetyl]amino]pyridine-3-carboxamide